C(C)(=O)NCCN(CC[C@@H](C(=O)OC(C)(C)C)N)CCCCC1=NC=2NCCCC2C=C1 (S)-tert-butyl 4-((2-acetamidoethyl) (4-(5,6,7,8-tetrahydro-1,8-naphthyridin-2-yl)butyl)amino)-2-aminobutanoate